C(C)OC(CCCOC=1C=C2C=CC(=NC2=CC1)C#C[Si](C)(C)C)=O 4-((2-((trimethylsilyl)ethynyl)quinolin-6-yl)oxy)butanoic acid ethyl ester